N-(4-((3R,4R)-3-amino-4-methylpyrrolidin-1-yl)-2-(1-methylpiperidin-4-yl)-2H-indazol-5-yl)-1-(2,6-difluorophenyl)-6-oxo-1,6-dihydropyridazine-3-carboxamide N[C@H]1CN(C[C@H]1C)C=1C2=CN(N=C2C=CC1NC(=O)C1=NN(C(C=C1)=O)C1=C(C=CC=C1F)F)C1CCN(CC1)C